C(C)C=1N=C2N(C=NC=N2)C1C(=O)C1=CC(=C(C(=C1)Br)O)Br (7-ethylimidazo[1,2-a][1,3,5]triazin-6-yl)(3,5-dibromo-4-hydroxyphenyl)methanone